NC1CCCNC1N 5,6-diaminopiperidine